O-(2,4,6-trimethylbenzyl)hydroxylamine CC1=C(CON)C(=CC(=C1)C)C